bis(tert-butylperoxy)diisopropylbenzene C(C)(C)(C)OOC1=C(C(=C(C=C1)C(C)C)C(C)C)OOC(C)(C)C